C1(CC=CC1)C(=O)O 3-Cyclopentenic acid